tert-butyl 6-[[1-[2-(2,6-dioxo-3-piperidyl)-1,3-dioxo-isoindolin-5-yl]-4-piperidyl]methyl]-2,6-diazaspiro[3.3]heptane-2-carboxylate O=C1NC(CCC1N1C(C2=CC=C(C=C2C1=O)N1CCC(CC1)CN1CC2(CN(C2)C(=O)OC(C)(C)C)C1)=O)=O